Cl.ClC1=NC(=CC(=C1)NC1CCNCC1)N1CCOCC1 chloro-6-morpholinyl-N-(piperidin-4-yl)pyridin-4-amine hydrochloride